FC1=C(C=C2C=CNC(C2=C1)=O)C1=NC=C(C=N1)C(F)(F)F 7-fluoro-6-[5-(trifluoromethyl)pyrimidin-2-yl]isoquinolin-1-one